3-(1,1-difluoro-2-(4-hydroxypiperidin-1-yl)-2-oxoethyl)-N-(3,4-difluoro-5-methylphenyl)-4-fluorobenzamide FC(C(=O)N1CCC(CC1)O)(F)C=1C=C(C(=O)NC2=CC(=C(C(=C2)C)F)F)C=CC1F